N[C@H](CC(=O)OCC)C1=CC(=NC=C1)Br ethyl (R)-3-amino-3-(2-bromopyridin-4-yl)propanoate